acrylamidopropyl-dimethylbutyl-ammonium bromide [Br-].C(C=C)(=O)NCCC[N+](CCCC)(C)C